acryloxy-pentacosane C(C=C)(=O)OCCCCCCCCCCCCCCCCCCCCCCCCC